[Cu+2].N1=C(C=CC2=CC=CC=C12)C(=O)[O-].OCC(C=O)C1=CC2=CC=CC=C2C=C1.N1=C(C=CC2=CC=CC=C12)C(=O)[O-] 3-hydroxy-2-(naphthalen-2-yl)propan-1-one quinolinecarboxylate copper